NC1=C(C(=NN1C(C)C1CCOCC1)C1=CC=C(C=C1)Br)C#N 5-Amino-3-(4-bromophenyl)-1-(1-tetrahydropyran-4-ylethyl)pyrazole-4-carbonitrile